C(=O)C1=CC2=C(OCCC3=C2SC=C3)C=C1N1[C@H](CCC1)C(=O)OC (R)-methyl 1-(9-formyl-4,5-dihydrobenzo[b]thieno[2,3-d]oxepin-8-yl)pyrrolidine-2-carboxylate